5-(3-(((1-cyclohexyl-1H-tetrazol-5-yl)methyl)(4-methoxybenzyl)amino)-1,2,4-oxadiazol-5-yl)-2-fluorophenol C1(CCCCC1)N1N=NN=C1CN(C1=NOC(=N1)C=1C=CC(=C(C1)O)F)CC1=CC=C(C=C1)OC